C(CCCCC)(=S)[O-] thiocaproate